1-chloro-4-(6-((R)-1-hydroxybutyl)-4-methylpyridin-3-yl)imidazo[1,2-a][1,6]naphthyridin ClC1=CN=C2N1C1=CC=NC=C1C=C2C=2C=NC(=CC2C)[C@@H](CCC)O